ClC=1C(=NC=CC1)N1N=C(C=C1C(=O)O)C(F)(F)F 1-(3-chloropyridin-2-yl)-3-(trifluoromethyl)-1H-pyrazole-5-carboxylic acid